5-(Hydroxymethyl)isoindolin-1-one OCC=1C=C2CNC(C2=CC1)=O